S1N=CC=C1CC=1SC2=C(C3=C(C(N(N=C3)CC3=NC(=CC=C3)C)=O)N2C)N1 2-(isothiazol-5-ylmethyl)-4-methyl-6-((6-methylpyridin-2-yl)methyl)-4,6-dihydro-5H-thiazolo[4',5':4,5]pyrrolo[2,3-d]pyridazin-5-one